[F-].C(C)[N+]1=CC=C(C=C1)CCCC 1-ethyl-4-butylpyridinium fluoride salt